N-(4,4-difluorocyclohexyl)-2-(8-methyl-3,8-diazabicyclo[3.2.1]-octan-3-yl)benzo[d]-thiazole-6-carboxamide FC1(CCC(CC1)NC(=O)C1=CC2=C(N=C(S2)N2CC3CCC(C2)N3C)C=C1)F